S1C(=CC=C1)C(=O)NC=1C=C2C(=CNC2=CC1)C=1CCN(CC1)C(C)CCC 5-(2-thienoyl)amino-3-(1-(2-pentyl)-1,2,3,6-tetrahydropyridin-4-yl)-1H-indole